BrC=1C=C2C(=C(C(N(C2=CC1O)C)=O)C#N)N1CCC(CC1)C=1OC2=C(N1)C=C(C=C2)C 6-bromo-7-hydroxy-1-methyl-4-[4-(5-methyl-1,3-benzooxazol-2-yl)piperidin-1-yl]-2-oxo-1,2-dihydroquinoline-3-carbonitrile